N-(5-(4-fluoro-3-methoxybenzyl)pyridin-2-yl)-1-methyl-6-oxo-1,6-dihydropyridine-3-carboxamide FC1=C(C=C(CC=2C=CC(=NC2)NC(=O)C2=CN(C(C=C2)=O)C)C=C1)OC